ClC=1C(=NC(=NC1)N1CC=2C(CC1)=CN(N2)C)NC2=CC1=C(N(C(N1CCC(C)(C)O)=O)C)C=C2 5-((5-chloro-2-(2-methyl-2,4,5,7-tetrahydro-6H-pyrazolo[3,4-c]pyridin-6-yl)pyrimidin-4-yl)amino)-3-(3-hydroxy-3-methylbutyl)-1-methyl-1,3-dihydro-2H-benzo[d]imidazol-2-one